Cl.NC(C(=O)N1CCN(CC1)C(=O)NC1=NC(N(C=C1)C1=CC=C(C=C1)CCN1CC2C(C2C1)CN)=O)(C)C 4-(2-Amino-2-methylpropanoyl)-N-(1-(4-(2-(exo-6-(aminomethyl)-3-azabicyclo[3.1.0]hexan-3-yl)ethyl)phenyl)-2-oxo-1,2-dihydropyrimidin-4-yl)piperazine-1-carboxamide Hydrochloride Salt